[C@@H]12OC[C@@H](N(C1)C1CCN(CC1)C(=O)C1=CC=C(C3=C1CCO3)NC3=CC(=C1C(=N3)NC=C1C(F)(F)F)NCC)C2 (4-((1S,4S)-2-oxa-5-azabicyclo[2.2.1]heptan-5-yl)piperidin-1-yl)(7-((4-(ethylamino)-3-(trifluoromethyl)-1H-pyrrolo[2,3-b]pyridin-6-yl)amino)-2,3-di-hydrobenzofuran-4-yl)methanone